CC1=CC=C(C=N1)C=1OC=C(N1)C(=O)O 2-(6-methylpyridin-3-yl)oxazole-4-carboxylic acid